C(CCCCCCC\C=C/CCCCCCCC)(=O)OCCN(CC)CC diethylethanolamine oleate